C(=O)O.NCCCCCC1=C2C=C(C(=NC2=CC=C1)N)CCCCC 5-(5-aminopentyl)-3-pentylquinolin-2-amine formate